FC1=CC(=CC=2NC(=NC21)C2=C(C=1C(NC2=O)=CN(N1)C)N[C@@H](C)C1=NC=CC=N1)N1CCOCC1 (S)-6-(4-fluoro-6-morpholino-1H-benzo[d]imidazol-2-yl)-2-methyl-7-((1-(pyrimidin-2-yl)ethyl)amino)-2H-pyrazolo[4,3-b]pyridin-5(4H)-one